C(C)[C@@H]1CN(CCN1C1=NC=C(C=C1)I)C(=O)OC(C)(C)C tert-butyl (R)-3-ethyl-4-(5-iodopyridin-2-yl)piperazine-1-carboxylate